methylbenzyl alcohol hydrochloride Cl.CC(C1=CC=CC=C1)O